C(C)OCC(C)(C)C1=CC=C(C=C1)C1(CCC(CC1)N)N 1-(4-(1-ethoxy-2-methylpropan-2-yl)phenyl)cyclohexane-1,4-diamine